6-(2-chloropyrimidin-4-yl)-1-isopropyl-2-methyl-1H-imidazo[4,5-b]pyridine ClC1=NC=CC(=N1)C=1C=C2C(=NC1)N=C(N2C(C)C)C